3-(3-(5-amino-6-((1-(1-methylpiperidin-4-yl)-1H-pyrazol-4-yl)oxy)pyrazin-2-yl)-5-((R)-3-methylmorpholino)phenyl)tetrahydro-2H-pyran-3-ol NC=1N=CC(=NC1OC=1C=NN(C1)C1CCN(CC1)C)C=1C=C(C=C(C1)N1[C@@H](COCC1)C)C1(COCCC1)O